NC1=NC=C2N(C(N(C2=N1)[C@@H]1O[C@@H](C[C@H]1O)CO)=O)CC(N1CCCC1)=O 2-Amino-9-((2R,3R,5S)-3-hydroxy-5-(hydroxymethyl)tetrahydrofuran-2-yl)-7-(2-oxo-2-(pyrrolidin-1-yl)ethyl)-7,9-dihydro-8H-purin-8-on